(2S,3S)-2-phenyl-3-(phenylamino)-3-(4-(prop-2-yn-1-yloxy)phenyl)-2-propylaminopropionic acid ethyl ester C(C)OC([C@]([C@H](C1=CC=C(C=C1)OCC#C)NC1=CC=CC=C1)(NCCC)C1=CC=CC=C1)=O